B(OC(C(F)(F)F)C(F)(F)F)(OC(C(F)(F)F)C(F)(F)F)OC(C(F)(F)F)C(F)(F)F tris(1,1,1,3,3,3-hexafluoro-propan-2-yl) borate